2-amino-3,4,5,6-tetramethylbenzenethiol NC1=C(C(=C(C(=C1C)C)C)C)S